1,3,7-trimethyl-8-(3-(3-(trifluoromethyl)-3H-diazepin-3-yl)benzylthio)-1H-purine-2,6(3H,7H)-dione CN1C(N(C=2N=C(N(C2C1=O)C)SCC1=CC(=CC=C1)C1(N=NC=CC=C1)C(F)(F)F)C)=O